4,7-diphenylcarbazole C1(=CC=CC=C1)C1=CC=CC=2NC3=CC(=CC=C3C12)C1=CC=CC=C1